tert-butyl (S)-{1-[2-(benzo[d]isoxazol-3-yl)-4-methylphenyl]-2-(pyridine-2-yl)ethyl}carbamate O1N=C(C2=C1C=CC=C2)C2=C(C=CC(=C2)C)[C@H](CC2=NC=CC=C2)NC(OC(C)(C)C)=O